O1C(=CC=C1)CNC1=NC=C(C=2N1C=NN2)C2=CC=C(C=C2)N2CCNCC2 N-(furan-2-ylmethyl)-8-(4-(piperazin-1-yl)phenyl)-[1,2,4]triazolo[4,3-c]pyrimidin-5-amine